methyl 1-(2-bromoethyl)-6-oxo-1,6-dihydropyridine-3-carboxylate BrCCN1C=C(C=CC1=O)C(=O)OC